6,6',7-Trimethoxy-2,2'-dimethylberbaman-12-yl acetate CC(=O)OC1=C2C=C(CC3C4=C(C(=C(C=C4CCN3C)OC)OC)OC5=C(C=C6CCN(C(C6=C5)CC7=CC=C(O2)C=C7)C)OC)C=C1